isopropanyl butylcarbamate (iodopropynyl butylcarbamate) ICC#CN(C(O)=O)CCCC.C(CCC)NC(OC(C)C)=O